3-[3-fluoro-4-[4-[(4-hydroxy-4-piperidyl)methyl]piperazin-1-yl]anilino]piperidine-2,6-dione FC=1C=C(NC2C(NC(CC2)=O)=O)C=CC1N1CCN(CC1)CC1(CCNCC1)O